N-({6-[(1,3-thiazol-4-yl)methoxy]-5-trifluoromethoxy-2-indolyl}methyl)1-methylcyclopropanecarboxamide S1C=NC(=C1)COC1=C(C=C2C=C(NC2=C1)CNC(=O)C1(CC1)C)OC(F)(F)F